C(C)(C)(C)C1=C(O)C=CC(=C1)O t-butylhydroquinone